COC=1C(=CC(=C(C1)N1CCN(CC1)C)C=1C=NN(C1)C)[N+](=O)[O-] 1-(5-methoxy-2-(1-methyl-1H-pyrazol-4-yl)-4-nitrophenyl)-4-methylpiperazine